(R)-N-(1-(7-carbamoyl-2-(1-(methylsulfonyl)-1,2,3,6-tetrahydropyridin-4-yl)-1H-indol-4-yl)piperidin-3-yl)thiazole-2-carboxamide C(N)(=O)C=1C=CC(=C2C=C(NC12)C=1CCN(CC1)S(=O)(=O)C)N1C[C@@H](CCC1)NC(=O)C=1SC=CN1